C(C1=CC=CC=C1)N1N=NC2=C1N=C(N=C2N2C[C@H](CC2)O)C(C)(C)C (3S)-1-(3-benzyl-5-tert-butyl-triazolo[4,5-d]pyrimidin-7-yl)pyrrolidin-3-ol